NC(CC[C@@H](C1=CC(=CC=C1)C(NC)=O)NC(=O)N1CC2=CC=CC(=C2CC1)C1=CC=C(C=C1)C(F)(F)F)=O (S)-N-(4-amino-1-(3-(methylcarbamoyl)phenyl)-4-oxobutyl)-5-(4-(trifluoromethyl)phenyl)-3,4-dihydroisoquinoline-2(1H)-carboxamide